NC1=NC=C(C2=C1C(=NN2C)C2=CC(=C(C=C2)NS(=O)(=O)C(F)F)O[C@@H](C)C2=CC=C(C=C2)F)C#CCCCCCCCCC(=O)O 11-{4-amino-3-[4-(difluoromethanesulfonamido)-3-[(1S)-1-(4-fluorophenyl)ethoxy]phenyl]-1-methyl-1H-pyrazolo[4,3-c]pyridin-7-yl}undec-10-ynoic acid